1-(6-((2-hydroxyethyl)(methyl)amino)-4-(4-(3-methoxypyrazin-2-yl)piperidin-1-yl)quinazolin-2-yl)cyclobutanol OCCN(C=1C=C2C(=NC(=NC2=CC1)C1(CCC1)O)N1CCC(CC1)C1=NC=CN=C1OC)C